p-bromophenyl carbamate (p-bromobenzyl carbamate) BrC1=CC=C(CNC(O)=O)C=C1.C(N)(OC1=CC=C(C=C1)Br)=O